C/C(/C(=O)O)=C\C1=NC(=NO1)CCCCCCCC (E)-2-methyl-3-(3-octyl-1,2,4-oxadiazol-5-yl)acrylic acid